CC(C)(OC(NCCOCCOCCOS(=O)(=O)C1=C(C=CC=C1)C)=O)C methylbenzenesulfonic acid 2,2-dimethyl-4-oxo-3,8,11-trioxa-5-azatridecan-13-yl ester